CO[Si](C1CCC(CC1)[Si](OC)(OC)OC)(OC)OC 1,4-bis-trimethoxysilylcyclohexane